ClC1=NN(C=C1N(C(CCS(=O)CCC(F)(F)F)=O)CC)C=1C=NC=CC1 (+)-N-[3-Chloro-1-(3-pyridinyl)-1H-pyrazol-4-yl]-N-ethyl-3-[(3,3,3-trifluoropropyl)sulfinyl]propanamid